[Br-].BrCC[N+](C)(C)C 2-bromoethyl-(trimethyl)ammonium bromide